6-(2,5-dichloro-6-methoxypyridin-3-yl)4-oxo-4H-pyran-3-carboxylic acid ethyl ester C(C)OC(=O)C1=COC(=CC1=O)C=1C(=NC(=C(C1)Cl)OC)Cl